[Ni].[Be].COC1=C(C(=CC(=C1)OC)\C=C\C1=CC=C(C=C1)OCCCCN1CCCCC1)/C=C/C(=O)C1=C(C=C(C=C1)OC)O (E)-3-(2,4-dimethoxy-6-((E)-4-(4-piperidinobutoxy)styryl)phenyl)-1-(2-hydroxy-4-methoxyphenyl)prop-2-en-1-one Beryllium Nickel